bis(2-hydroxyethylethyl)ethylenediamine OCCC(C)NCCNC(C)CCO